8-bromo-2-fluoro-7H-purin-6-amine BrC1=NC2=NC(=NC(=C2N1)N)F